NC1=NNC2=C(C=C(C=C12)C1=CC(=NC=C1)NC(CC)=O)Br N-(4-(3-amino-7-bromo-1H-indazol-5-yl)pyridin-2-yl)propanamide